C(C)OC1=C(C=C2CCN(C(C2=C1)CCC1=CNC2=CC=C(C=C12)OC)C(=O)N1CC2(CC(C2)=O)C1)OC (7-ethoxy-6-methoxy-1-(2-(5-methoxy-1H-indol-3-yl)ethyl)-3,4-dihydroisoquinolin-2(1H)-yl)(2-oxo-6-azaspiro[3.3]heptan-6-yl)methanone